[4,6-bis(nonylsulfanyl)-1,3,5-triazin-2-yl]amino-2,6-ditert-butylphenol C(CCCCCCCC)SC1=NC(=NC(=N1)SCCCCCCCCC)NC=1C(=C(C(=CC1)C(C)(C)C)O)C(C)(C)C